N-(4-Amino-1H-pyrazolo[4,3-c]pyridin-7-yl)-N'-cyclopropyl-N'-[[5-(trifluoromethyl)-2-pyridyl]methyl]oxamide NC1=NC=C(C2=C1C=NN2)NC(=O)C(=O)N(CC2=NC=C(C=C2)C(F)(F)F)C2CC2